CN1N=CC(=C1)N1N=C(N=N1)C1=CN=CS1 5-(2-(1-methyl-1H-pyrazol-4-yl)-2H-tetrazol-5-yl)thiazole